BrC=1C=C2C(=CC1)C(N(C[C@@]21[C@@H](C1)Cl)CC(=O)NC1=NC=C(C=N1)F)=O 2-[(2'r,4s)-6-bromo-2'-chloro-1-oxospiro[3H-isoquinoline-4,1'-cyclopropane]-2-yl]-N-(5-fluoropyrimidin-2-yl)acetamide